BrC=1C=CC(=NC1C(C)(C)F)N 5-bromo-6-(2-fluoroprop-2-yl)pyridin-2-amine